(1R,3S)-3-(3-{[(3,5-difluorophenyl)acetyl]amino}-1H-pyrazol-5-yl)cyclopentyl [(2ξ)-3-hydroxy-2-methylpropyl]carbamate OCC(CNC(O[C@H]1C[C@H](CC1)C1=CC(=NN1)NC(CC1=CC(=CC(=C1)F)F)=O)=O)C